methyl 5-((S)-2-(((benzyloxy) carbonyl) amino)-3,3-dicyclopropylpropanamido)-2-((R)-4-isopropyl-2-oxoimidazolidin-1-yl)-2,3-dihydro-1H-indene-2-carboxylate C(C1=CC=CC=C1)OC(=O)N[C@H](C(=O)NC=1C=C2CC(CC2=CC1)(C(=O)OC)N1C(N[C@@H](C1)C(C)C)=O)C(C1CC1)C1CC1